C1(CC1)C1=C(C(=NO1)C1=C(C=CC=C1)OC(F)(F)F)CO[C@]12CCC[C@@H](CC1)N2N2CSC1=C2C(=CC(=C1)C(=O)O)F (1R,3r,5S)-3-({5-cyclopropyl-3-[2-(trifluoromethoxy)phenyl]-1,2-oxazol-4-yl}methoxyl-8-azabicyclo[3.2.1]octan-8-yl)-4-fluoro-1,3-benzothiazole-6-carboxylic acid